CC=1C(OC2=CC(=CC=C2C1C)C)=O 3,4,7-trimethylcoumarin